OCC=1NC2=C(C=CC=C2C1)OCC1C(NCC1)=O 3-(((2-(hydroxymethyl)-1H-indol-7-yl)oxy)methyl)pyrrolidin-2-one